ClC=1C(=NC=CC1)N 3-chloro-pyridin-2-amine